oxazole-4-carboxamide hydrochloride Cl.O1C=NC(=C1)C(=O)N